phenyl-N-propyl-[1,2,4]triazolo[4,3-a]quinazolin-5-amine C1(=CC=CC=C1)C1=NN=C2N1C1=CC=CC=C1C(=N2)NCCC